methyl 4-chloro-7-fluoro-1H-indole-2-carboxylate ClC1=C2C=C(NC2=C(C=C1)F)C(=O)OC